C(C1=CC=CC=C1)OC(=O)N1CCC(C=CC1)C 4-methyl-2,3,4,7-tetrahydro-1H-azepine-1-carboxylic acid benzyl ester